t-Butyl (3S)-3-[4-(3-cyano-4-sulfanyl-pyrazolo[1,5-a]pyridin-6-yl)pyrazol-1-yl]piperidine-1-carboxylate C(#N)C=1C=NN2C1C(=CC(=C2)C=2C=NN(C2)[C@@H]2CN(CCC2)C(=O)OC(C)(C)C)S